[Na+].C(=O)(C=C)NC(C)(C)CS(=O)(=O)[O-] (acryl dimethyl taurate) sodium